4-amino-8-[5-[(4-cyano-2-pyridinyl)methoxy]-2-fluoro-phenyl]-2-oxo-N-propyl-1H-quinoline-3-carboxamide NC1=C(C(NC2=C(C=CC=C12)C1=C(C=CC(=C1)OCC1=NC=CC(=C1)C#N)F)=O)C(=O)NCCC